2-amino-3-(2,5-dimethoxyphenyl)propionic acid NC(C(=O)O)CC1=C(C=CC(=C1)OC)OC